C1CCC2=C(C=CC=C12)C1=C(C=C2C(=N1)C(=NN2)C=2C=NN(C2)CCN2CCOCC2)OC 4-(2-(4-(5-(2,3-dihydro-1H-inden-4-yl)-6-methoxy-1H-pyrazolo[4,3-b]pyridin-3-yl)-1H-pyrazol-1-yl)ethyl)morpholine